N[C@@H]1CN(CC[C@H]1F)C1=NC2=C(N1CC1=CC=C(C=C1)C#N)C=CC(=C2)C#N 2-((3r,4r)-3-amino-4-fluoro-1-piperidinyl)-1-(4-cyanobenzyl)-1H-benzoimidazole-5-carbonitrile